4-((2-methylthiazol-4-yl)ethynyl)-N-phenylthieno[2,3-c]pyridine-2-carboxamide CC=1SC=C(N1)C#CC1=C2C(=CN=C1)SC(=C2)C(=O)NC2=CC=CC=C2